C(C)N1C2=C([C@@H]([C@@H](C1=O)NC(C1=CC(=CC=C1)C(F)(F)F)=O)C1=CC=C(C=C1)F)C(=NN2CC(F)(F)F)C N-[(4S,5S)-7-ethyl-4-(4-fluorophenyl)-3-methyl-6-oxo-1-(2,2,2-trifluoroethyl)-1H,4H,5H,6H,7H-pyrazolo[3,4-b]pyridin-5-yl]-3-(trifluoromethyl)benzamide